1-(6-(2-(5-methyl-1H-indazol-4-yl)pyrimidin-4-yl)-2,6-diazaspiro[3.4]octan-2-yl)prop-2-en-1-one CC=1C(=C2C=NNC2=CC1)C1=NC=CC(=N1)N1CC2(CN(C2)C(C=C)=O)CC1